(4S)-4-hydroxy-2-[2-(3-[3-[2-(2-hydroxyethoxy)ethoxy]propyl]-1,2-oxazol-5-yl)-3-methylbutanoyl]-N-[[4-(4-methyl-1,3-thiazol-5-yl)phenyl]methyl]pyrrolidine-1-carboxamide O[C@H]1CC(N(C1)C(=O)NCC1=CC=C(C=C1)C1=C(N=CS1)C)C(C(C(C)C)C1=CC(=NO1)CCCOCCOCCO)=O